CC=1N=C2N(C=C(C=C2)C=2N=C3N(C(C2)=O)C=C(C=C3)C3CCN(CC3)CCC)C1 2-(2-methylimidazo[1,2-a]pyridin-6-yl)-7-(1-propylpiperidin-4-yl)-4H-pyrido[1,2-a]pyrimidin-4-one